tetracontyl oleate C(CCCCCCC\C=C/CCCCCCCC)(=O)OCCCCCCCCCCCCCCCCCCCCCCCCCCCCCCCCCCCCCCCC